1,3-dimethyl-1H-purine-2,6(3H,7H)-dione CN1C(N(C=2N=CNC2C1=O)C)=O